tri(2-carboxyhexyl)phosphine C(=O)(O)C(CP(CC(CCCC)C(=O)O)CC(CCCC)C(=O)O)CCCC